1-hydroxynonacosa-20,23-dien-11-one OCCCCCCCCCCC(CCCCCCCCC=CCC=CCCCCC)=O